(trans-4-(2-(4-(4-(furan-2-yl)-6-morpholinopyridin-2-yl)piperazin-1-yl)ethyl)cyclohexyl)piperidine-1-carboxamide O1C(=CC=C1)C1=CC(=NC(=C1)N1CCOCC1)N1CCN(CC1)CC[C@@H]1CC[C@H](CC1)C1N(CCCC1)C(=O)N